N1=CC(=CC=C1)N1N=CC2=C1C=C1CCN(C[C@]1(C2)C(=O)OC)C(=O)OC(C)(C)C (R)-6-tert-butyl 4a-methyl 1-(pyridin-3-yl)-4a,5,7,8-tetrahydro-1H-pyrazolo[3,4-g]isoquinoline-4a,6(4H)-dicarboxylate